5,6-dihydroimidazo[1,5-a]pyrazine-7(8H)-carboxamide C=1N=CN2C1CN(CC2)C(=O)N